(S)-2-VINYLHEX-5-ENOIC ACID C(=C)[C@@H](C(=O)O)CCC=C